ClC1=CC=C(C=C1)C=1N=C2N(C=CC=C2)C1CN1CC2CCC(C1)N2C(=O)NC(C)C 3-{[2-(4-chlorophenyl)imidazo[1,2-a]pyridin-3-yl]methyl}-N-isopropyl-3,8-diazabicyclo[3.2.1]-octane-8-carboxamide